N(=[N+]=[N-])CCOCCOCCOCCOCCN(C(OC(C)(C)C)=O)C tert-butyl (14-azido-3,6,9,12-tetraoxatetradecyl)(methyl)carbamate